[2-(Dibutylamino)ethyl](triethylsilyl)amine C(CCC)N(CCN[Si](CC)(CC)CC)CCCC